CC1=C(OC=2CC3(C4=CN(N=C4C21)CC2=NC=CC=C2)CCC3)C(=O)OCC ethyl 8'-methyl-2'-[(pyridin-2-yl)methyl]-2',5'-dihydrospiro[cyclobutane-1,4'-furo[2,3-g]indazole]-7'-carboxylate